6-{[10-chloro-2-(4-methoxyphenyl)[1,2,4]triazolo[1,5-c]quinazolin-5-yl]amino}-1,4-diazepan-5-one ClC=1C=2C=3N(C(=NC2C=CC1)NC1C(NCCNC1)=O)N=C(N3)C3=CC=C(C=C3)OC